tert-Butyl (NE)-N-[(4S)-4-(3-amino-2-chloro-4-fluorophenyl)-4-methyl-6-oxo-1-(tetrahydropyran-4-yl)hexahydropyrimidin-2-ylidene]carbamate NC=1C(=C(C=CC1F)[C@]1(N/C(/N(C(C1)=O)C1CCOCC1)=N\C(OC(C)(C)C)=O)C)Cl